CC1=CC(=NC(=C1)C=1C(=NN(C1)C)C(F)(F)F)N1CC2(C=3C=NC(=CC31)NC(C)=O)CC2 N-(1'-(4-methyl-6-(1-methyl-3-(trifluoromethyl)-1H-pyrazol-4-yl)pyridin-2-yl)-1',2'-dihydrospiro[cyclopropane-1,3'-pyrrolo[3,2-c]pyridin]-6'-yl)acetamide